(R)-N-(7-(2-chloro-5-fluorophenyl)-9-oxo-2,3,8,9-tetrahydro-7H-[1,4]dioxino[2,3-e]isoindol-6-yl)benzo[d]isothiazole-3-carboxamide ClC1=C(C=C(C=C1)F)[C@@H]1NC(C2=C3C(=CC(=C12)NC(=O)C1=NSC2=C1C=CC=C2)OCCO3)=O